pentaerythritol tetrakis-(beta-laurylthiopropionate) C(CCCCCCCCCCC)CCC(=S)OCC(COC(CCCCCCCCCCCCCC)=S)(COC(CCCCCCCCCCCCCC)=S)COC(CCCCCCCCCCCCCC)=S